FC=1C=C(C=CC1F)CC(=O)O 2-(3,4-difluorophenyl)acetic acid